C(C)(C)OC(C[C@@H](CC1=C(C=C(C(=C1)F)F)F)N)=O (R)-3-amino-4-(2,4,5-trifluorophenyl)-butyric acid isopropyl ester